OC=1C=C(C2=CC=CC=C2C1)C1=CC=2N=C(N=C(C2C=N1)N1CCN(CC1)C(C=C)=O)OCCN1CCOCC1 1-(4-(7-(3-hydroxynaphthalen-1-yl)-2-(2-morpholinoethoxy)pyrido[4,3-d]pyrimidin-4-yl)piperazin-1-yl)prop-2-en-1-one